N=S(=O)(C=1C=NC(=CC1)N1CCN(CC1)C(C)C=1C=CC2=C(N=C(S2)C)C1)C imino(methyl)(6-(4-(1-(2-methylbenzo[d]thiazol-5-yl)ethyl)piperazin-1-yl)pyridin-3-yl)-λ6-sulfanone